neononanoic acid C(CCCCC(C)(C)C)(=O)O